N=1N2C(C=NC1)=CC(CC2=O)=O pyrido[2,1-f][1,2,4]-triazine-6,8-dione